ClC=1C=C(C=C2[C@H](CN(CC12)C)C=1C=C(C=CC1)S(=O)(=O)NCCOCCC(C(=O)N)(C(C(=O)N)O)O)C 2-(2-(2-(3-((R)-8-chloro-2,6-dimethyl-1,2,3,4-tetrahydroisoquinolin-4-yl)phenylsulfonylamino)ethoxy)ethyl)-2,3-dihydroxybutanediamide